2-[[3-[(6-azido-3-chloro-5-fluoro-2-pyridinyl)oxy]-2-pyridinyl]oxy]acetic acid ethyl ester C(C)OC(COC1=NC=CC=C1OC1=NC(=C(C=C1Cl)F)N=[N+]=[N-])=O